[C@@H]12CNC[C@H]2C1OC1=NC(=CC(=C1)C1(CCC1)NS(=O)C(C)(C)C)C1=CC=C(C=C1)F N-(1-(2-(((1R,5S,6s)-3-azabicyclo[3.1.0]hexan-6-yl)oxy)-6-(4-fluorophenyl)pyridin-4-yl)cyclobutyl)-2-methylpropane-2-sulfinamide